COCCN1C[C@@H](CCC1)N1C(NC2=C1C=C(C(=C2)C=2C=C(C=1N(C2)N=CN1)C)C)=O (R)-1-(1-(2-methoxyethyl)piperidin-3-yl)-6-methyl-5-(8-methyl-[1,2,4]triazolo[1,5-a]pyridin-6-yl)-1,3-dihydro-2H-benzo[d]imidazol-2-one